C(C)(C)(C)OC(=O)N1CCC(C(C2=C1C=CC(=C2)Cl)=O)(F)F 7-chloro-4,4-difluoro-5-oxo-2,3,4,5-tetrahydro-1H-1-benzoazepine-1-carboxylic acid tert-butyl ester